Dithio bis(succinimidylpropionate) C1(CCC(N1C(C(=O)OSSOC(C(C)N1C(CCC1=O)=O)=O)C)=O)=O